C(C1=CC=CC=C1)OC1=C(C(=C2C=CC(=CC2=C1)NC(CC1CCN(CC1)C1=C(C=C2C(=NN(C2=C1)C)N1C(NC(CC1)=O)=O)F)=O)F)N1S(NC(C1)=O)(=O)=O N-[7-benzyloxy-5-fluoro-6-(1,1,4-trioxo-1,2,5-thiadiazolidin-2-yl)-2-naphthyl]-2-[1-[3-(2,4-dioxohexahydropyrimidin-1-yl)-5-fluoro-1-methyl-indazol-6-yl]-4-piperidyl]acetamide